(S)-2-(methylamino)-3-(4-(trifluoromethyl)phenyl)propanoic acid CN[C@H](C(=O)O)CC1=CC=C(C=C1)C(F)(F)F